3-(3-(Bromomethyl)-4-fluoropyridin-2-yl)piperidine-2,6-dione BrCC=1C(=NC=CC1F)C1C(NC(CC1)=O)=O